2-(((1S,6R,7R)-7-(2-fluorophenyl)-3-(3-iodo-1-(tetrahydro-2H-pyran-2-yl)-1H-pyrazolo[3,4-b]pyrazin-6-yl)-3-azabicyclo[4.1.0]heptan-7-yl)methyl)isoindoline-1,3-dione FC1=C(C=CC=C1)[C@]1([C@@H]2CCN(C[C@H]12)C1=CN=C2C(=N1)N(N=C2I)C2OCCCC2)CN2C(C1=CC=CC=C1C2=O)=O